CN1N=CC(=C1)C1=NN(C(=C1C)NC(=O)N[C@@H]1CN(C[C@H]1C1=CC=C(C=C1)F)CCOC)C1=CC=CC=C1 1-(1',4-dimethyl-1-phenyl-1H,1'H-[3,4'-bipyrazol]-5-yl)-3-((3S,4R)-4-(4-fluorophenyl)-1-(2-methoxyethyl)pyrrolidin-3-yl)urea